8-[(1S,2S)-2-[1-(2,2-difluoroethyl)-7-fluoro-indazol-6-yl]cyclopropyl]-6-(2,4-dimethoxypyrimidin-5-yl)imidazo[1,2-b]pyridazine FC(CN1N=CC2=CC=C(C(=C12)F)[C@@H]1[C@H](C1)C=1C=2N(N=C(C1)C=1C(=NC(=NC1)OC)OC)C=CN2)F